NC1=CC(=C(C=C1)NC(C1=CC=C(C(=O)NC2=C(C=C(C=C2)N)C(F)(F)F)C=C1)=O)C(F)(F)F N,N'-bis(4-amino-2-trifluoromethylphenyl)terephthalamide